CC1=C(C=C(C(=C1F)F)F)O 2-methyl-3,4,5-trifluoro-phenol